C(#N)CC(=O)NC=1N=C2N(N=C(C=C2)C=2C=NC(=C(C(=O)OC)C2)OC)C1 methyl 5-(2-(2-cyanoacetamido) imidazo[1,2-b]pyridazin-6-yl)-2-methoxynicotinate